C1[C@@H](CN[C@@H]1C(=O)O)O The molecule is l-Proline in which a hydrogen at the 4-position of the pyrrolidine ring is substituted by a hydroxy group (S-configuration). It has a role as a metabolite. It is a non-proteinogenic L-alpha-amino acid and a 4-hydroxyproline. It is a tautomer of a cis-4-hydroxy-L-proline zwitterion.